(2-(benzyloxy)-5-formylphenyl)boronic acid C(C1=CC=CC=C1)OC1=C(C=C(C=C1)C=O)B(O)O